[Pt].[Fe].[Ni].ClC1=C(C(=O)N(CCOC2=CC=CC=C2)C2CC2)C=C(C=N1)C=1C=NN(C1)C1=C(C=C(C=C1Cl)C(C(F)(F)F)(C(F)(F)F)F)Cl 2-chloro-N-cyclopropyl-5-(1-(2,6-dichloro-4-(perfluoropropan-2-yl)phenyl)-1H-pyrazol-4-yl)-N-(2-phenoxyethyl)nicotinamide nickel-iron-platinum